OC=1C=C(CCNC(=O)[C@H]2C(CCC[C@@H]2C)(C)C)C=CC1O (1R,6S)-N-(3,4-dihydroxyphenethyl)-2,2,6-trimethylcyclohexane-1-carboxamide